CN(CCO)C1=NC(=CC(=C1)C(F)(F)F)CNC=1C2=C(N=CN1)NC=C2C=2C=NC=CC2 2-(methyl(6-(((5-(pyridin-3-yl)-7H-pyrrolo[2,3-d]pyrimidin-4-yl)amino)methyl)-4-(trifluoromethyl)pyridin-2-yl)amino)ethan-1-ol